C(#N)C1CCCCC1 3-cyanocyclohexane